O,O-Diethyl O-(2-oxotetrahydrofuran-3-yl) phosphorothioate P(OCC)(OCC)(OC1C(OCC1)=O)=S